methyl 3-isopropyl-2,4-dioxo-1,2,3,4-tetrahydroquinazoline-7-carboxylate C(C)(C)N1C(NC2=CC(=CC=C2C1=O)C(=O)OC)=O